[Br-].C1(CCCC1)[C@@](C(=O)OC1C[N+](CC1)(C)CC(=O)OC)(O)C1=CC=CC=C1 (2R,1'S,3'R)-3-(2-cyclopentyl-2-phenyl-2-hydroxyacetoxy)(methoxycarbonylmethyl)-1-methylpyrrolidinium bromide